4-Amino-8-[2-fluoro-5-[(6-methyl-3-pyridyl)methoxy]phenyl]-2-oxo-N-propyl-1H-quinoline-3-carboxamide NC1=C(C(NC2=C(C=CC=C12)C1=C(C=CC(=C1)OCC=1C=NC(=CC1)C)F)=O)C(=O)NCCC